ClC=1N=C(C(N(C1C1=CC=CC=C1)CC(=O)OCC1=CC=CC=C1)=O)NCC1=C(C=C(C=C1)OC)OC benzyl 2-(5-chloro-3-((2,4-dimethoxybenzyl)amino)-2-oxo-6-phenylpyrazin-1(2H)-yl)acetate